BrCC1=CC=C(C=C1)NC([C@H](C)NC([C@H](C(C)C)NC(OC(C)(C)C)=O)=O)=O tert-butyl ((S)-1-(((S)-1-((4-(bromomethyl)phenyl)amino)-1-oxopropan-2-yl)amino)-3-methyl-1-oxobutan-2-yl)carbamate